OC1=C(C(=O)N2CCN(CC2)C2=C3C(N(C(C3=CC=C2)=O)C2C(NC(CC2)=O)=O)=O)C=C(C(=C1)O)C(C)C 4-[4-(2,4-dihydroxy-5-isopropylbenzoyl)piperazin-1-yl]-2-(2,6-dioxopiperidin-3-yl)isoindoline-1,3-dione